(5-(3-Cyclopropylprop-1-ynyl)-1-methyl-6-oxo-1,6-dihydropyridin-3-yl)oxy-1H-1,2,3-triazole-4-carboxylic acid C1(CC1)CC#CC1=CC(=CN(C1=O)C)ON1N=NC(=C1)C(=O)O